2-[(4-fluorophenyl)carbonyl]-1-methyl-5-(3-methyl-1,2,4-thiadiazol-5-yl)-3,4-dihydro-1H-2,6-naphthyridine FC1=CC=C(C=C1)C(=O)N1C(C2=CC=NC(=C2CC1)C1=NC(=NS1)C)C